ClC=1C=C(CNCCCCOC[C@H](C)OC2=NC3=C(C4=CN=CC=C24)C=CC(=C3)C(=O)N)C=CC1OC(F)(F)F (S)-5-((1-(4-((3-chloro-4-(trifluoromethoxy)benzyl)amino)butoxy)propan-2-yl)oxy)benzo[c][2,6]naphthyridine-8-carboxamide